2-fluoro-3-hydroxy-8-methoxy-6H-benzo[c]chromen-6-one FC=1C=C2C3=C(C(OC2=CC1O)=O)C=C(C=C3)OC